sodium sulfo-2,6-naphthalenedicarboxylate S(=O)(=O)(O)C1=C(C=CC2=CC(=CC=C12)C(=O)[O-])C(=O)[O-].[Na+].[Na+]